1-(pyridin-3-ylamino)-8-benzyloxyisoquinoline N1=CC(=CC=C1)NC1=NC=CC2=CC=CC(=C12)OCC1=CC=CC=C1